2-(2-chloroethoxy)-5-(2-(4-ethynylphenyl)propane-2-yl)isophthalonitrile ClCCOC1=C(C#N)C=C(C=C1C#N)C(C)(C)C1=CC=C(C=C1)C#C